ClC=1C=NC=C(C1[C@@H](C)OC=1C=C2C(=NNC2=CC1)C1=CC2=C(OC3(CCN(CC3)CC(F)(F)F)OC2)C=C1)Cl 6-[5-[(1R)-1-(3,5-dichloro-4-pyridyl)ethoxy]-1H-indazol-3-yl]-1'-(2,2,2-trifluoroethyl)spiro[4H-1,3-benzodioxine-2,4'-piperidine]